C[C@]12N[C@H]([C@H]([C@H](C1)O)C2)C(=O)O.NC2=C1N=CN(C1=NC=N2)[C@H]2[C@@]([C@@H]([C@](O2)(CO)F)O)(O)C#C (2S,3S,4R,5R)-5-(6-amino-9H-purin-9-yl)-4-ethynyl-2-fluoro-2-(hydroxymethyl)tetrahydrofuran-3,4-diol Methyl-(1R,3R,4R,5S)-5-hydroxy-2-azabicyclo[2.2.1]heptane-3-carboxylate